diallyl 2,3-naphthalenedicarboxylate C1=C(C(=CC2=CC=CC=C12)C(=O)OCC=C)C(=O)OCC=C